BrC1=C(C(=CC(=C1)C(C)(C)CC)F)O 2-bromo-6-fluoro-4-(tert-pentyl)phenol